anthracenol stearate (Anthracyl-stearate) C1(=CC=CC2=CC3=CC=CC=C3C=C12)C(C(=O)O)CCCCCCCCCCCCCCCC.C(CCCCCCCCCCCCCCCCC)(=O)O.C1(=CC=CC2=CC3=CC=CC=C3C=C12)O